ClC=1C=C(C=CC1)[C@H](C(=O)N1CC2=C(N=C(NC2=O)C2(CC2)C=2SC=C(C2)C2CCCCC2)CC1)O (R)-6-(2-(3-chlorophenyl)-2-hydroxyacetyl)-2-(1-(4-cyclohexylthiophen-2-yl)cyclopropyl)-5,6,7,8-tetrahydropyrido[4,3-d]pyrimidin-4(3H)-one